C(=C)[SiH2]O[Si](C)(C)C vinyltrimethylsilaneoxysilane